CO[Si]1(N(CCC1)CCCCCC[Si](OC)(CC)CC)OC 2,2-dimethoxy-N-(diethylmethoxysilylhexyl)-1-aza-2-silacyclopentane